FC1(CCC2=C1N=C(N=C2C2=CC=C1C(=C2)COCC12NC(OC2)=O)N2[C@H]([C@@H](C2)O)C)F 7-(7,7-difluoro-2-((2S,3R)-3-hydroxy-2-methylazetidin-1-yl)-6,7-dihydro-5H-cyclopenta[d]pyrimidin-4-yl)spiro[isochromane-4,4'-oxazolidin]-2'-one